C(#N)C=1C=C(C=CC1)C1=CC(=CO1)C(=O)NC1=NC(=NS1)CC(=C(F)F)C 5-(3-cyanophenyl)-N-(3-(3,3-difluoro-2-methylallyl)-1,2,4-thiadiazol-5-yl)furan-3-Formamide